Methyl 6-(4'-(aminomethyl)-3'-fluoro-5'-methoxy-2-methyl-[1,1'-biphenyl]-3-yl)-2H-chromene-3-carboxylate NCC1=C(C=C(C=C1OC)C1=C(C(=CC=C1)C=1C=C2C=C(COC2=CC1)C(=O)OC)C)F